NC1=C(C(=O)NCC2=CC=C(C=C2)N2C(=NC=3C2=NC(=CC3)C3=CC=CC=C3)C=3C(=NC=CC3)N)C=C(C(=C1)OC)C=O 2-Amino-N-(4-(2-(2-aminopyridin-3-yl)-5-phenyl-3H-imidazo[4,5-b]pyridin-3-yl)benzyl)-5-formyl-4-methoxybenzamide